(2,4-di-tert-butylphenyl) [1,1-biphenyl]-4,4'-diylbis-phosphonite C1(=CC=C(C=C1)P(OC1=C(C=C(C=C1)C(C)(C)C)C(C)(C)C)[O-])C1=CC=C(C=C1)P([O-])[O-]